(R)-γ-caprolactone C1(CC[C@@H](CC)O1)=O